3H-thymidin [C@@H]1(C[C@H](O)[C@@H](CO)O1)N1C(=O)NC(=O)C(C)=C1